5-bromo-2-(4-chloro-2-fluorobenzoyl)benzoic acid BrC=1C=CC(=C(C(=O)O)C1)C(C1=C(C=C(C=C1)Cl)F)=O